2-(1-methyl-1h-pyrazol-4-yl)morpholine CN1N=CC(=C1)C1CNCCO1